CC1=NC(=CC(=C1)C=1NC2=CC(=CC=C2C1C#N)C=1C=NC(=CC1)N1CCNCC1)C 2-(2,6-dimethylpyridin-4-yl)-6-(6-(piperazin-1-yl)pyridin-3-yl)-1H-indole-3-carbonitrile